2-ethyl-4-methyl-6-phenyl-1H-pyrrolo[3,4-c]pyridine-1,3(2H)-dione C(C)N1C(C=2C(=NC(=CC2C1=O)C1=CC=CC=C1)C)=O